3-({[6-(Cyclobutylamino)pyridin-3-yl]methyl}amino)-N-[(1S,2S)-2-hydroxycyclohexyl]-4-methylbenzamide C1(CCC1)NC1=CC=C(C=N1)CNC=1C=C(C(=O)N[C@@H]2[C@H](CCCC2)O)C=CC1C